[Pt](Cl)Cl.C1(=CC=CC=C1)P(C1=CC=CC=C1)C1=CC=CC=C1.C1(=CC=CC=C1)P(C1=CC=CC=C1)C1=CC=CC=C1 bis(triphenylphosphine) platinum (II) dichloride